[Fe].[Si].[Ge] germanium-silicon-iron